6-(4-(3-((5-fluoro-6-methoxy-3-oxoisobenzofuran-1(3H)-ylidene)methyl)benzoyl)piperazin-1-yl)nicotinonitrile FC=1C=C2C(OC(C2=CC1OC)=CC=1C=C(C(=O)N2CCN(CC2)C2=NC=C(C#N)C=C2)C=CC1)=O